4-((3-(cyclopropyldifluoromethyl)phenyl)carbamoyl)-2-(3-(3,5-dimethylpyridin-4-yl)-4-methoxyphenyl)-5-methyl-1H-imidazole 3-oxide C1(CC1)C(C=1C=C(C=CC1)NC(=O)C=1[N+](=C(NC1C)C1=CC(=C(C=C1)OC)C1=C(C=NC=C1C)C)[O-])(F)F